(R)-2-(2-chloro-8-(methoxymethyl)-5-oxothieno[3',2':4,5]pyrrolo[1,2-d][1,2,4]triazin-6(5H)-yl)-N-(1-cyclobutylpiperidin-3-yl)acetamide formate C(=O)O.ClC1=CC=2C=C3N(C(=NN(C3=O)CC(=O)N[C@H]3CN(CCC3)C3CCC3)COC)C2S1